1-(6Z,9Z,12Z,15Z-octadecatetraenoyl)-2-(9Z,12Z-heptadecadienoyl)-glycero-3-phosphocholine CCCC/C=C\C/C=C\CCCCCCCC(=O)O[C@H](COC(=O)CCCC/C=C\C/C=C\C/C=C\C/C=C\CC)COP(=O)([O-])OCC[N+](C)(C)C